C[C@H](CCCC(C)C)[C@H]1CC[C@@]2([C@@]1(CCC3=C2CC[C@@H]4[C@@]3(CC[C@@H](C4(C)C)O)C)C)C lanostenol